C(C)(=O)C=1C=C(OC1)C(=O)C=1C(=NC=NC1)N[C@H]1C[C@@H]([C@H](C1)CNS([O-])(=O)=O)O [(1R,2S,4R)-4-{[5-(4-Acetyl-2-furoyl)pyrimidin-4-yl]amino}-2-hydroxycyclopentyl]methylsulfamate